COC(=O)C=1SC(=C(C1F)I)I 3-fluoro-4,5-diiodo-thiophene-2-carboxylic acid methyl ester